FC=1C(=CC2=C(B(OC2)O)C1)C(=O)N[C@@H](CCCCNC(=O)C1=CC2=C(B(OC2)O)C=C1F)C(=O)O N2,N6-bis(6-fluoro-1-hydroxy-1,3-dihydrobenzo[c][1,2]oxaborole-5-carbonyl)-L-lysine